FC1=C(C=CC(=C1)F)[C@@H](CC1=NC(=NC(=N1)N[C@@H](CO)CC(C)C)NS(=O)(=O)C)C N-(4-((R)-2-(2,4-difluorophenyl)propyl)-6-(((R)-1-hydroxy-4-methylpent-2-yl)amino)-1,3,5-triazin-2-yl)methanesulfonamide